((2,6-diethyl-3,4-dihydroquinolin-1(2H)-yl)sulfonyl)-2-hydroxybenzonitrile C(C)C1N(C2=CC=C(C=C2CC1)CC)S(=O)(=O)C=1C(=C(C#N)C=CC1)O